diphenylaminoacetone C1(=CC=CC=C1)N(C1=CC=CC=C1)CC(C)=O